C(C)(C)(C)OC(=O)N1CCN(CC1)C=1C=NC(=CC1F)C(=O)OC 4-(4-fluoro-6-(methoxycarbonyl)pyridin-3-yl)piperazine-1-carboxylic acid tert-butyl ester